1-(1-methylcyclopropyl)-6-(4,4,5,5-tetramethyl-1,3,2-dioxaborolan-2-yl)-1H-benzo[d]imidazole CC1(CC1)N1C=NC2=C1C=C(C=C2)B2OC(C(O2)(C)C)(C)C